(2-(5'-fluoro-1'-methyl-7-(methylthio)-1H,1'H-[4,6'-biindazol]-1-yl)acetyl)glycylglycine FC=1C=C2C=NN(C2=CC1C=1C=2C=NN(C2C(=CC1)SC)CC(=O)NCC(=O)NCC(=O)O)C